C(C)(C)C1=C(N=NC=C1)OCC1CC(C1)C1=CC(=NN1)NC=1C=2N(C=CN1)N=CC2 N-(5-((1s,3s)-3-(((4-isopropylpyridazin-3-yl)oxy)methyl)cyclobutyl)-1H-pyrazol-3-yl)pyrazolo[1,5-a]pyrazin-4-amine